ClC1=C(C(=NN1C)C1=NC(=CC=C1)C)C=O 5-Chloro-1-methyl-3-(6-methylpyridin-2-yl)-1H-pyrazole-4-carbaldehyde